((4S,5S)-5-(2-iodophenyl)-2,2-dimethyl-1,3-dioxolan-4-yl)methyl sulfamate S(N)(OC[C@@H]1OC(O[C@H]1C1=C(C=CC=C1)I)(C)C)(=O)=O